2,6-DIFLUORoBENZYLISOCYANIDE FC1=C(C[N+]#[C-])C(=CC=C1)F